2-Chloro-N-{2-[4-(difluoromethyl)-1,3-thiazol-5-yl]-2-{4-[(6-fluoropyridin-2-yl)-oxy]piperidin-1-yl}ethyl}-6-fluorobenzamid ClC1=C(C(=O)NCC(N2CCC(CC2)OC2=NC(=CC=C2)F)C2=C(N=CS2)C(F)F)C(=CC=C1)F